CC1=C(C=CC(=C1)C)C1=NC(=NC(=N1)C1=C(C=C(C=C1)C)C)C1=C(C=C(C=C1)OCCCCCCCC)O 2-[4,6-bis(2,4-dimethylphenyl)-1,3,5-triazin-2-yl]-5-(octyloxy)-phenol